bis(2,4-di-tert-butylphenyl)pentaerythritol bis-diphosphite OP(O)OP(O)O.OP(O)OP(O)O.C(C)(C)(C)C1=C(C=CC(=C1)C(C)(C)C)C(O)(C(CO)(CO)CO)C1=C(C=C(C=C1)C(C)(C)C)C(C)(C)C